ClC1=C(C=C(C=C1)C1=CC(=NC=C1)C)CC(C(=O)NC1=CC=C(C=C1)C1=NN=CN1C1CC1)NC(=O)C=1N(N=CC1)C N-[1-[[2-chloro-5-(2-methyl-4-pyridyl)phenyl]methyl]-2-[4-(4-cyclopropyl-1,2,4-triazol-3-yl)anilino]-2-oxo-ethyl]-2-methyl-pyrazole-3-carboxamide